ClC1=NC=C(C(=N1)OC)C1=C(C=NO1)C 5-(2-chloro-4-methoxypyrimidin-5-yl)-4-methylisoxazole